N=1N(N=CC1)C1=C(C=C(C=N1)NC(C1=C(C=C(C(=C1)F)C1=C(C=NC=C1N)C(C)=O)Cl)=O)C(F)(F)F N-(6-(2H-1,2,3-triazol-2-yl)-5-(trifluoromethyl)pyridin-3-yl)-4-(3-acetyl-5-aminopyridin-4-yl)-2-chloro-5-fluorobenzamide